tert-butyl (3-(3-(4-decylphenyl)-1,2,4-oxadiazol-5-yl)-2-hydroxypropyl)carbamate C(CCCCCCCCC)C1=CC=C(C=C1)C1=NOC(=N1)CC(CNC(OC(C)(C)C)=O)O